C(CC)NC(N)=S N'-propylthiourea